BrC1=C2C=NN(C2=C(C(=C1Cl)F)SC)C1OCCCC1 4-bromo-5-chloro-6-fluoro-7-(methylthio)-1-(tetrahydro-2H-pyran-2-yl)-1H-indazole